4-(3-(benzyloxy)phenyl)-5,6-dihydro-1,2,4-triazine-1(4H)-formaldehyde C(C1=CC=CC=C1)OC=1C=C(C=CC1)N1C=NN(CC1)C=O